C(C1=CC=CC=C1)OC(=O)NC1(CCN(CC1)C(=O)OC(C)(C)C)C(NC=1C=NC(=NC1)C(F)(F)F)=O tert-butyl 4-(((benzyloxy)carbonyl)amino)-4-((2-(trifluoromethyl)pyrimidin-5-yl)carbamoyl)piperidine-1-carboxylate